CC=1SC=CN1 2-methyl-1,3-thiazole